C1(=CC(=CC=C1)C=1OCCN1)C=1OCCN1 1,3-phenylenebisoxazoline